dodecyl ((S)-(((2R,3S,5R)-5-(6-amino-2-fluoro-9H-purin-9-yl)-2-ethynyl-3-(((hexyloxy)carbonyl)oxy)tetrahydrofuran-2-yl)methoxy)(phenoxy)phosphoryl)-L-phenylalaninate NC1=C2N=CN(C2=NC(=N1)F)[C@H]1C[C@@H]([C@@](O1)(C#C)CO[P@](=O)(OC1=CC=CC=C1)N[C@@H](CC1=CC=CC=C1)C(=O)OCCCCCCCCCCCC)OC(=O)OCCCCCC